C(CCC)C(CC(CCl)SCC(=O)Cl)Cl butyl-2-(2-chloro-2-oxo-ethyl)thiobutanediyl chloride